O1S(O[C@H]2[C@@H]1COC2)(=O)=O (3aR,6aS)-tetrahydrofuro[3,4-d][1,3,2]dioxathiole 2,2-dioxide